Racemic-methyl 3-[[(3R,4S)-4-methyltetrahydrofuran-3-yl]amino]-4-nitrobenzoate C[C@H]1[C@H](COC1)NC=1C=C(C(=O)OC)C=CC1[N+](=O)[O-] |r|